1,1'-methylene-bis-(2-hydroxy-3-naphthalenecarboxylate) C(C1=C(C(=CC2=CC=CC=C12)C(=O)[O-])O)C1=C(C(=CC2=CC=CC=C12)C(=O)[O-])O